C(C1=CC=CC=C1)OC(NC=1C(N(C=CC1)C1=NC=C(C=C1)C)=O)=O N-[1-(5-methyl-2-pyridyl)-2-oxo-3-pyridyl]carbamic acid benzyl ester